ClC1=NC=C(C(=C1)C1=C(C=NC(=C1)C)C(=O)NC=1SC(=NN1)OC[C@H]1COC(C1)(C)C)OC (R)-2'-chloro-N-(5-((5,5-dimethyltetrahydrofuran-3-yl)methoxy)-1,3,4-thiadiazol-2-yl)-5'-methoxy-6-methyl-(4,4'-bipyridyl)-3-carboxamide